CC=1N(C(=CC1)C)C1=C(N=C(S1)C)C#N 5-(2,5-dimethyl-1H-pyrrole-1-yl)-2-methylthiazole-4-carbonitrile